N-((6-((1-acetyl-1H-indazol-4-yl)methyl)-4-methyl-5-oxo-5,6-dihydro-4H-thiazolo[5',4':4,5]pyrrolo[2,3-d]pyridazin-2-yl)(1-acetyl-1H-pyrazol-3-yl)methyl)acetamide C(C)(=O)N1N=CC2=C(C=CC=C12)CN1N=CC2=C(C1=O)N(C1=C2SC(=N1)C(NC(C)=O)C1=NN(C=C1)C(C)=O)C